C(CCCCCCCCCCCC=CCCCC)(=O)[O-].[Zn+2].ClC1=C(OC2CN(C2)C(=O)N2CC3(C2)CC(C3)N3N=C(N=C3)C3CC3)C=CC=C1C1CC1.C(CCCCCCCCCCCC=CCCCC)(=O)[O-] (3-(2-chloro-3-cyclopropylphenoxy)azetidin-1-yl)(6-(3-cyclopropyl-1H-1,2,4-triazol-1-yl)-2-azaspiro[3.3]heptan-2-yl)methanone zinc 13-octadecenate